bis(tri-tertiary butyl-phosphorus) palladium [Pd].C(C)(C)(C)P(C(C)(C)C)C(C)(C)C.C(C)(C)(C)P(C(C)(C)C)C(C)(C)C